chloro-pyridopyrimidine ClC1=NC2=C(C=N1)N=CC=C2